NC=1C=CC(=C(C1)S(=O)(=O)N1CCC(CC1)C(=O)OC)C methyl 1-((5-amino-2-methylphenyl)sulfonyl)piperidine-4-carboxylate